1-(4-bromo-[1,1'-biphenyl]-4-yl)adamantane BrC1(CC=C(C=C1)C1=CC=CC=C1)C12CC3CC(CC(C1)C3)C2